CSC1=CC=C(C=C1)SC=1C=CC2=C(B(OC2)O)C1 6-(4-(methylthio)phenylthio)benzo[c][1,2]oxaborol-1(3H)-ol